O(C1=CC=CC=C1)C1=CC=C2C(=C(C(OC2=C1)=O)S(=O)(=O)C1=CC=CC=C1)C1=CC=CC=C1 7-Phenoxy-4-phenyl-3-(phenylsulfonyl)-2H-chromen-2-one